ClC1=NC=C(C(=C1)C1=C(C=NC(=C1)C)C(=O)NC=1SC=2N=C(N=CC2N1)N1CCC(CC1)OC)OC 2'-chloro-5'-methoxy-N-[5-(4-methoxypiperidin-1-yl)-[1,3]thiazolo[5,4-d]pyrimidin-2-yl]-6-methyl-[4,4'-bipyridine]-3-carboxamide